NC=1C=C(C(=O)N)C=C(C1N)F 3,4-diamino-5-fluorobenzamide